C[Si](CCOCOC=1C=NC2=CC=CN=C2C1C(=O)OCC)(C)C ethyl 3-{[2-(trimethylsilyl)ethoxy]methoxy}-1,5-naphthyridine-4-carboxylate